ClC=1C(=C(C=CC1Cl)NC=1C2=C(N=CN1)C=CC(=N2)N2CC1(C2)CNC1)F N-(3,4-Dichloro-2-fluorophenyl)-6-(2,6-diazaspiro[3.3]heptan-2-yl)pyrido[3,2-d]pyrimidin-4-amine